BrC=1C(=NOC1C)N 4-bromo-5-methylisoxazolamine